COC1=C(C(=CC=C1)OC)N1C(=NC(=C(C1=O)CC1=CC=C(C=C1)N1C(C=CC(=C1)F)=O)O)C1=CC=C(C=C1)F 3-(2,6-Dimethoxyphenyl)-5-(4-(5-fluoro-2-oxopyridin-1(2H)-yl)benzyl)-2-(4-fluorophenyl)-6-hydroxypyrimidin-4(3H)-one